N-[(3R)-7-(3-[[(tert-butoxy)carbonyl]amino]-4-(fluoromethyl)pyrrolidin-1-yl)-3,4-dihydro-2H-1-benzopyran-3-yl]carbamic acid benzyl ester C(C1=CC=CC=C1)OC(N[C@H]1COC2=C(C1)C=CC(=C2)N2CC(C(C2)CF)NC(=O)OC(C)(C)C)=O